FC=1C(=CC(=C(C1)C1=CN=C(N=N1)N1C[C@H](CC1)NC([O-])=O)OCOC)C1=CN=NC(=C1)OC [(3S)-1-{6-[5-fluoro-2-(methoxymethoxy)-4-(6-methoxypyridazin-4-yl)phenyl]-1,2,4-triazin-3-yl}pyrrolidin-3-yl]carbamate